S1C(=CC=C1)C1CC(CC(C1)=O)=O 5-(2-thienyl)cyclohexane-1,3-dione